FC1=C(C=CC(=C1)F)[C@@H]1CN(CC12CCC2)C(=O)C2=CC(=NO2)O (R)-(8-(2,4-difluorophenyl)-6-azaspiro[3.4]octan-6-yl)(3-hydroxyisoxazol-5-yl)methanone